4-((7-(1H-pyrazol-4-yl)quinazolin-2-yl)amino)-N-methylbenzamide N1N=CC(=C1)C1=CC=C2C=NC(=NC2=C1)NC1=CC=C(C(=O)NC)C=C1